C(C)(C)(C)C(C(=O)O)(C(C)C)C1=CC(=NO1)N1CCC(CC1)C=1C=C2C(C=3N(C=4C=CC=C(C4C(N3)=O)Cl)C2=CC1)(C)C tert-butyl-2-(3-(4-(4-chloro-7,7-dimethyl-5-oxo-5,7-dihydroindolo[1,2-a]quinazolin-9-yl)piperidin-1-yl)isoxazol-5-yl)-3-methylbutanoic acid